ethyl 2-(4-oxo-5-phenyl-pyrrolo[2,1-f][1,2,4]triazin-3-yl)acetate O=C1N(C=NN2C1=C(C=C2)C2=CC=CC=C2)CC(=O)OCC